C(C1=CC=CC=C1)N1CC(OC(C1)C1CC1)CO (4-benzyl-6-cyclopropyl-morpholin-2-yl)methanol